Ethyl (3r,4r,5s)-4,5-epoxy-3-(1-ethylpropoxy)-1-cyclohexene-1-carboxylate C(C)C(CC)O[C@@H]1C=C(C[C@H]2[C@H]1O2)C(=O)OCC